(E)-1-(4-methoxyphenyl)-3-(phenylsulfonyl)prop-2-en-1-one COC1=CC=C(C=C1)C(\C=C\S(=O)(=O)C1=CC=CC=C1)=O